FC=1C=C(C=CC1F)C1NC[C@H](N(C1)C(=O)C1(CC1)C)C ((2R)-5-(3,4-difluorophenyl)-2-methylpiperazin-1-yl)(1-methylcyclopropyl)methanone